DIETHYLENE GLYCOL DIMETHACRYLATE C(C(=C)C)(=O)OCCOCCOC(C(=C)C)=O